ClC=CC1=NSC(O1)=O 5-(2-chlorovinyl)-1,3,4-oxathiazol-2-one